5-[5-(difluoromethyl)-1,3,4-oxadiazol-2-yl]-N-[(1R)-1-(2-fluorophenyl)ethyl]pyrimidin-2-amine FC(C1=NN=C(O1)C=1C=NC(=NC1)N[C@H](C)C1=C(C=CC=C1)F)F